N-[4-[2-(2-aminoethoxy)ethylcarbamoyl]-3-ethyl-phenyl]-5-(2-chloro-4-methoxy-phenyl)-1-methyl-imidazole-2-carboxamide NCCOCCNC(=O)C1=C(C=C(C=C1)NC(=O)C=1N(C(=CN1)C1=C(C=C(C=C1)OC)Cl)C)CC